2-O-acetyl-3-O-benzyl-6-O-benzoyl-α-D-mannopyranosyl fluoride C(C)(=O)O[C@@H]1[C@H](O[C@@H]([C@H]([C@@H]1OCC1=CC=CC=C1)O)COC(C1=CC=CC=C1)=O)F